CC1=NOC(=C1C=1C=CC(=C(C1)N(C1=CC=C(C=C1)C1(CC1)C#N)CC1CN(CC1)C=1C=C2C(N(C(C2=CC1F)=O)C1C(NC(CC1)=O)=O)=O)C)C 1-(4-((5-(3,5-dimethylisoxazol-4-yl)-2-methylphenyl)((1-(2-(2,6-dioxopiperidin-3-yl)-6-fluoro-1,3-dioxoisoindol-5-yl)pyrrolidin-3-yl)methyl)amino)phenyl)cyclopropanecarbonitrile